FC=1C=C(CNC(=O)C2=C3NC(=NC3=NC=N2)C2CCNCC2)C=C(C1)C=1C=NN(C1)C 4-(6-((3-fluoro-5-(1-methyl-1H-pyrazol-4-yl)benzyl)carbamoyl)-7H-purin-8-yl)piperidine